OC1=C(C=C(C=C1C(C)C)N1CCN(CCC1)C(C)=O)C(C)C 1-(4-(4-Hydroxy-3,5-diisopropylphenyl)-1,4-diazacycloheptan-1-yl)ethan-1-one